fluoro-acetoacetyl-CoA FCC(CC(=O)SCCNC(CCNC([C@@H](C(COP(OP(OC[C@@H]1[C@H]([C@H]([C@@H](O1)N1C=NC=2C(N)=NC=NC12)O)OP(=O)(O)O)(=O)O)(=O)O)(C)C)O)=O)=O)=O